ClC=1C(=NC=CC1)C(=O)NC1(CCN(CC1)C1=NC=C(C=C1)C=1C=2N(C=C(C1)OCCN(C)C)N=CC2C#N)C 3-chloro-N-(1-(5-(3-cyano-6-(2-(dimethylamino)ethoxy)pyrazolo[1,5-a]pyridin-4-yl)pyridin-2-yl)-4-methylpiperidin-4-yl)picolinamide